C1(CC1)C(C)(C1=NOC(=N1)C)NC(=O)[C@H]1N(C[C@@H](C1)O)C([C@H](C(C)(C)C)N1N=NC(=C1)C1CC1)=O (2S,4r)-N-[1-cyclopropyl-1-(5-methyl-1,2,4-oxadiazol-3-yl)ethyl]-1-[(2S)-2-(4-cyclopropyltriazol-1-yl)-3,3-dimethyl-butyryl]-4-hydroxy-pyrrolidine-2-carboxamide